5-(3-methyl-2-butenyl)-2-(2,4-dihydroxyphenyl)-4,6-dimethoxybenzofuran CC(=CCC=1C(=CC2=C(C=C(O2)C2=C(C=C(C=C2)O)O)C1OC)OC)C